N1=CN=CC=2C1=CN(CC2)C(=O)[O-] pyrido[3,4-d]pyrimidine-7-carboxylate